C(C)(C)(C)OC(=O)N1CC(CC1)(NS(=O)(=O)C1=CC=C(C=C1)OC(F)(F)F)CF 3-(fluoromethyl)-3-((4-(trifluoromethoxy)phenyl)sulphonamido)pyrrolidine-1-carboxylic acid tert-butyl ester